(2-amino-3-(3-(4-(2-cyclohexylethyl)benzyl)isoxazol-5-yl)pyridin-1-ium-1-yl)methyl hydrogen phosphate P(=O)(OC[N+]1=C(C(=CC=C1)C1=CC(=NO1)CC1=CC=C(C=C1)CCC1CCCCC1)N)(O)[O-]